COC=1C=C2C(=NC(=NC2=CC1)C)SCC=O 2-((6-methoxy-2-methylquinazolin-4-yl)thio)ethanone